N=1N=C(NC1)C=1C=C(OC=2C(=C3C=CN(C3=CC2F)S(=O)(=O)C2=CC=C(C)C=C2)SC)C=CC1 5-(3-(4H-1,2,4-triazol-3-yl)phenoxy)-6-fluoro-4-(methylsulfanyl)-1-tosyl-1H-indole